Cl.O(C1=CC=CC=C1)CCCCCCC1=CC=C(C=C1)NC(=O)N1CCNCC1 N-(4-(6-phenoxyhexyl)phenyl)piperazine-1-carboxamide hydrochloride